1,1,1-trifluoro-3-[3-(trifluoromethyl)phenyl]propan-2-one ethyl-3-((2-cyclopropyloxyethyl)amino)-1H-pyrrole-2-carboxylate C(C)OC(=O)C=1NC=CC1NCCOC1CC1.FC(C(CC1=CC(=CC=C1)C(F)(F)F)=O)(F)F